CS(=O)(=O)O[C@H](C)C#C (R)-but-3-yn-2-yl methanesulfonate